6-(cyclopropanecarboxamido)-4-((3-(cyclopropylsulfonyl)-pyridin-2-yl)amino)-N-(methyl-d3)pyridazine-3-carboxamide C1(CC1)C(=O)NC1=CC(=C(N=N1)C(=O)NC([2H])([2H])[2H])NC1=NC=CC=C1S(=O)(=O)C1CC1